N-(4-chlorophenyl)-2-(1,3-dioxo-3a,4,5,6,7,7a-hexahydroisoindol-2-yl)-5,6-dihydro-4H-cyclopenta[b]Thiophene-3-carboxamide ClC1=CC=C(C=C1)NC(=O)C=1C2=C(SC1N1C(C3CCCCC3C1=O)=O)CCC2